COCOC=1C(=CC2=CN(N=C2C1C)C)NC(=O)C1=CC=C(C2=CN(N=C12)C)N1CCN(CC1)C(=O)OC(C)(C)C tert-butyl 4-(7-{[6-(methoxymethoxy)-2,7-dimethylindazol-5-yl]carbamoyl}-2-methylindazol-4-yl)piperazine-1-carboxylate